COC=1C=C(C=C(C1)OC)[Mg]Br 3,5-dimethoxy-phenyl-magnesium bromide